IN1CN(C=C1)C1=NC(=NC=C1)SC 1-iodo-3-(2-(methylthio)pyrimidin-4-yl)imidazole